CN1N=NC2=C1C=CC(=C2C)C(C2(CCC2)C(=O)OC)C2=CC(=C(C=C2)C)CN2C[C@H](OC1=CC=3C=CC=NC3C=C1C2)CC methyl 1-((1,4-dimethyl-1H-benzo[d][1,2,3]triazol-5-yl) (3-(((R)-2-ethyl-2,3-dihydro-[1,4]oxazepino[7,6-g]quinolin-4(5H)-yl)methyl)-4-methylphenyl)methyl)cyclobutane-1-carboxylate